COC=1C=C2C(=NC(=NC2=CC1C#CCN1CCCC1)N1CCOCC1)NC1CCOCC1 6-methoxy-2-morpholino-7-(3-(pyrrolidin-1-yl)prop-1-yn-1-yl)-N-(tetrahydro-2H-pyran-4-yl)quinazolin-4-amine